The molecule is a naphthoquinone that is naphthalene-1,4-dione substituted by hydroxy groups at positions 2, 6 and 7 and a methyl group at position 3. It has been isolated from Penicillium purpurogenum. It has a role as a Penicillium metabolite. It is a member of phenols and a hydroxy-1,4-naphthoquinone. CC1=C(C2=CC(=C(C=C2C(=O)C1=O)O)O)O